trans-cyclooct-2-en-1-ol C1(\C=C\CCCCC1)O